ClC=1C=C(C=CC1Cl)SC1=C(C=C(C=C1)S(=O)(=O)N[C@@H](CC1=CC=CC=C1)C(=O)OC)[N+](=O)[O-] Methyl ((4-((3,4-dichlorophenyl) thio)-3-nitrophenyl) sulfonyl)-L-phenylalaninate